4'-ethynyluridine C(#C)[C@]1([C@H]([C@H]([C@@H](O1)N1C(=O)NC(=O)C=C1)O)O)CO